FC(C(=O)N1[C@H]2CC(C[C@@H]1CC2)O)(F)C=2C=C(C(=O)NC1=CC(=C(C=C1)F)C)C=CC2F 3-(1,1-difluoro-2-((1R,3r,5S)-3-hydroxy-8-azabicyclo[3.2.1]octan-8-yl)-2-oxoethyl)-4-fluoro-N-(4-fluoro-3-methylphenyl)benzamide